5-Hydroxy-1H-indole-3-carbonitrile OC=1C=C2C(=CNC2=CC1)C#N